(S)-methyl 2-((tert-butoxycarbonyl)amino)-3-(5-fluoro-1H-indol-3-yl)propanoate C(C)(C)(C)OC(=O)N[C@H](C(=O)OC)CC1=CNC2=CC=C(C=C12)F